2-(2,6-dioxo-3-piperidinyl)-5-[4-[[4-(4-piperidinylmethoxy)cyclohexyl]methyl]piperazin-1-yl]isoindoline-1,3-dione O=C1NC(CCC1N1C(C2=CC=C(C=C2C1=O)N1CCN(CC1)CC1CCC(CC1)OCC1CCNCC1)=O)=O